2,4-dioxo-3-(4-vinylbenzyl)pentane-3-ide O=C(C)[C-](C(C)=O)CC1=CC=C(C=C1)C=C